N1=CN=CC2=C1OC=CC2 5H-pyrano[2,3-d]pyrimidine